2-fluoro-N-(4-methyl-3-(piperidin-1-ylsulfonyl)phenyl)nicotinamide FC1=C(C(=O)NC2=CC(=C(C=C2)C)S(=O)(=O)N2CCCCC2)C=CC=N1